CC1=CC=C(C=C1)S(=O)(=O)OC[C@@H]2[C@H]([C@@H]([C@H]([C@H](O2)OC)O)O)O methyl 6-O-tosyl-α-D-glucopyranoside